C(CCCCC(CCCCCCCCCCCCCCCCCC)O)O 1,6-tetracosanediol